[Si](C)(C)(C(C)(C)C)OC(CS(=O)(=O)NCCC1=C(NC2=C(C=C(C=C12)F)F)C1=CC=C(C=C1)F)C 2-[tert-butyl(dimethyl)silyl]oxy-N-[2-[5,7-difluoro-2-(4-fluorophenyl)-1H-indol-3-yl]ethyl]propane-1-sulfonamide